5-chloro-2-(4-{[(3R)-1-methylpiperidin-3-yl]amino}pyrido[3,4-d]pyridazin-1-yl)benzonitrile formate salt C(=O)O.ClC=1C=CC(=C(C#N)C1)C1=C2C(=C(N=N1)N[C@H]1CN(CCC1)C)C=NC=C2